2-(2,4-dimethylphenyl)-6-(2-hydroxypropoxy)-2,5-dihydro-4H-pyrazolo[3,4-d]pyrimidin-4-one CC1=C(C=CC(=C1)C)N1N=C2N=C(NC(C2=C1)=O)OCC(C)O